methyl 2-[(1S,4S,5R)-5-[[5-cyclopropyl-3-(2,6-dichlorophenyl)-1,2-oxazol-4-yl]methoxy]-2-azabicyclo[2.2.1]heptan-2-yl]-4-[(3R)-oxolan-3-yl]-1,3-benzothiazole-6-carboxylate C1(CC1)C1=C(C(=NO1)C1=C(C=CC=C1Cl)Cl)CO[C@H]1[C@@H]2CN([C@H](C1)C2)C=2SC1=C(N2)C(=CC(=C1)C(=O)OC)[C@@H]1COCC1